C12(CC(C1)C2)C2=C(N(C=N2)CC)CO (5-{Bicyclo[1.1.1]pentan-1-yl}-3-ethylimidazol-4-yl)methanol